(S)-2-(5-(3-((2-chloro-5-((1-(2,2,2-trifluoroethyl)-1H-pyrazol-4-yl)ethynyl)pyridin-4-yl)amino)butoxy)-1-(2,2,2-trifluoroethyl)-1H-pyrazol-4-yl)pyrimidin-4-amine ClC1=NC=C(C(=C1)N[C@H](CCOC1=C(C=NN1CC(F)(F)F)C1=NC=CC(=N1)N)C)C#CC=1C=NN(C1)CC(F)(F)F